C(C)OC1=NC=CC=C1C1=CC(=C2C(=N1)C(=NN2C(C)C)C)NCC2=NC=CC=C2 5-(2-ethoxy-3-pyridinyl)-1-isopropyl-3-methyl-N-(2-pyridylmethyl)pyrazolo[4,3-b]pyridin-7-amine